6-amino-1,2-hexanediol NCCCCC(CO)O